COC([C@@H](NC(C1=CC=C(C=C1)I)=O)CO)=O (4-iodobenzoyl)serine methyl ester